5-((4-chloro-2-formyl-5-((3'-(hydroxymethyl)-2,2'-dimethyl-[1,1'-biphenyl]-3-yl)methoxy)phenoxy)methyl)nicotinonitrile ClC1=CC(=C(OCC=2C=NC=C(C#N)C2)C=C1OCC=1C(=C(C=CC1)C1=C(C(=CC=C1)CO)C)C)C=O